ClC=1C(=CC(=NC1)NC1(CCOCC1)C(=O)O)C#CC1CC1 4-[[5-chloro-4-(2-cyclopropylethynyl)-2-pyridyl]amino]tetrahydropyran-4-carboxylic acid